(R)-N-(6-Methyl-2-(2-methylmorpholino)pyrimidin-4-yl)-6-((3-methyloxetan-3-yl)amino)-2-(6-azaspiro[2.5]octan-6-yl)nicotinamid CC1=CC(=NC(=N1)N1C[C@H](OCC1)C)NC(C1=C(N=C(C=C1)NC1(COC1)C)N1CCC2(CC2)CC1)=O